N,N-dimethyl-carbamic chloride CN(C(=O)Cl)C